ClC=1C=C(C=CC1)[C@H]([C@H](N)C1=CC(=CC=C1)Cl)N (1R,2R)-1,2-bis(3-chlorophenyl)ethylenediamine